1-(5-(1,3-Dioxolan-2-yl)pyridin-3-yl)-3,3-dimethyl-1,3-dihydro-2H-pyrrolo[3,2-b]pyridin-2-one O1C(OCC1)C=1C=C(C=NC1)N1C(C(C2=NC=CC=C21)(C)C)=O